CC1=C(CCNC(=O)C=2C(=NN(C2OC2=CC(=CC=C2)C(F)(F)F)C)C(C)(C)O)C=CC(=C1)C N-(2,4-dimethylphenethyl)-3-(2-hydroxypropan-2-yl)-1-methyl-5-[3-(trifluoromethyl)phenoxy]-1H-pyrazole-4-carboxamide